(1S,3S,5R)-5-(hydroxymethyl)-2-((4-phenoxybutyryl)glycyl)-2-azabicyclo-[3.1.0]Hexane-3-carboxylic acid methyl ester COC(=O)[C@H]1N([C@H]2C[C@]2(C1)CO)C(CNC(CCCOC1=CC=CC=C1)=O)=O